4-(6-chloro-5'-(5-chloro-2-methylphenyl)-3'-isopropyl-2,6'-dioxo-5',6'-dihydro-3'H-spiro[indoline-3,4'-pyrrolo[3,4-d]imidazol]-2'-yl)-3-methoxybenzonitrile ClC1=CC=C2C(=C1)NC(C21N(C(C=2N=C(N(C21)C(C)C)C2=C(C=C(C#N)C=C2)OC)=O)C2=C(C=CC(=C2)Cl)C)=O